p-chlorophenylboronate ClC1=CC=C(C=C1)B([O-])[O-]